methyl lysergate O(C(=O)[C@H]1CN(C)[C@@H]2CC3=CNC4=CC=CC(C2=C1)=C34)C